N-(2-ethylhexyl)ethanolamine 3-hydroxybutyl-3-oxobutanoate OC(CCC(C(=O)OCCNCC(CCCC)CC)C(C)=O)C